2-chloro-5-(2-ethoxy-2-oxoacetyl)-1,4-dimethyl-1H-pyrrole-3-carboxylic acid ethyl ester C(C)OC(=O)C1=C(N(C(=C1C)C(C(=O)OCC)=O)C)Cl